antimony triethanolate C(C)[O-].C(C)[O-].C(C)[O-].[Sb+3]